C(C)N1/C(/S\C(\C1=O)=C\1/C(NC2=CC=C(C=C12)OC)=O)=N/C1=CC=C(C=C1)S(=O)(=O)N 4-(((Z)-3-ethyl-5-((Z)-5-methoxy-2-oxoindolin-3-ylidene)-4-oxothiazolidin-2-ylidene)amino)benzenesulfonamide